3-methyl-5-[5-(trifluoromethyl)-4H-1,2,4-triazol-3-yl]Pyridine CC=1C=NC=C(C1)C1=NN=C(N1)C(F)(F)F